(1R,2S,5S)-Dibenzyl 6-oxa-3-azabicyclo[3.1.0]hexane-2,3-dicarboxylate [C@H]12[C@H](N(C[C@@H]2O1)C(=O)OCC1=CC=CC=C1)C(=O)OCC1=CC=CC=C1